N1=CC=C(C=C1)C=1N=C(C2=C(N1)C=NC=C2)NC(C(C)O)C 3-{[2-(pyridin-4-yl)pyrido[3,4-d]Pyrimidin-4-yl]Amino}butan-2-ol